ClC=1N=C2C(=C(C(N(C2=CC1)C)=O)C#N)N1CCN(CC1)CC1=C(C=CC=C1F)Cl 6-chloro-4-{4-[(2-chloro-6-fluorophenyl)methyl]piperazin-1-yl}-1-methyl-2-oxo-1,2-dihydro-1,5-naphthyridine-3-carbonitrile